ClC=1C(=C2C=NNC2=C(C1F)C1CCCC1)C1=CC=2N(C=C1)N=C(C2)NC(=O)C2C(C2)F N-(5-(5-chloro-7-cyclopentyl-6-fluoro-1H-indazol-4-yl)pyrazolo[1,5-a]pyridin-2-yl)-2-fluorocyclopropane-1-carboxamide